N(=[N+]=[N-])CCOCCOC=1C=C(CCOCCC(=O)OC2=C(C(=C(C(=C2F)F)F)F)F)C=CC1 perfluorophenyl 3-(3-(2-(2-azidoethoxy)ethoxy)phenethoxy)propanoate